C(CCCCCCCC)(=O)[C@@](CO)(O)[C@@H](O)[C@](O)([C@H](OC(CCCCCCCC)=O)CO)C(CCCCCCCC)=O 2,4,5-O-trinonanoyl-sorbitol